O[C@@H]1C[C@H](N(C1)C([C@H](C(C)C)C1=CC(=NO1)OCCC=O)=O)C(=O)N[C@@H](C)C1=CC=C(C=C1)C1=C(N=CS1)C (2S,4R)-4-hydroxy-1-((R)-3-methyl-2-(3-(3-oxopropoxy)isoxazol-5-yl)butanoyl)-N-((S)-1-(4-(4-methylthiazol-5-yl)phenyl)ethyl)pyrrolidine-2-carboxamide